O=C1[C@H](CCC(C1)=O)NC(=O)C1=CC(N(C=C1)C1CCN(CC1)C(=O)OC(C)(C)C)=O tert-butyl (S)-4-(4-((2,4-dioxocyclohexyl)carbamoyl)-2-oxopyridin-1(2H)-yl)piperidine-1-carboxylate